C(#N)C=1C=C(CCNC(OC(C)(C)C)=O)C=CC1OC tert-butyl (3-cyano-4-methoxyphenethyl)carbamate